NN1C(=NC(=C1C(=O)N)C1=CC=C(C=C1)C(NC=1SC=CN1)=O)[C@H]1NCCCC1 (S)-1-amino-2-(piperidin-2-yl)-4-(4-(thiazol-2-ylcarbamoyl)phenyl)-1H-imidazole-5-carboxamide